S(N)(=O)(=O)C1=NC=CC(=C1)NC(=O)C=1C(=NC=C(C1)C(F)(F)F)N1C[C@@]2(CC[C@@H]2C1)C(F)(F)F N-(2-sulfamoyl-4-pyridyl)-5-(trifluoromethyl)-2-[(1S,5S)-1-(trifluoromethyl)-3-aza-bicyclo[3.2.0]heptan-3-yl]pyridine-3-carboxamide